COC=1C=C(CC=2C=C3C(=NNC3=CC2)C#CC2=NC=CC=C2)C=CC1 5-(3-methoxybenzyl)-3-(pyridin-2-ylethynyl)-1H-indazole